(E)-ethyl 4-(isoxazol-3-ylamino)-4-oxobut-2-enoate O1N=C(C=C1)NC(/C=C/C(=O)OCC)=O